CN1CCN(CC1)CC(=O)N1CCCCC1 1-[2-(4-methylpiperazin-1-yl)acetyl]piperidin